1,4-Bis(isocyanatomethyl)-cyclohexan N(=C=O)CC1CCC(CC1)CN=C=O